C1(=CC=CC=C1)C=1N=CC(=NC1C1=CC=CC=C1)N1CC([C@@H](CC1)OCC(=O)O)(C)C (R)-2-((1-(5,6-diphenylpyrazin-2-yl)-3,3-dimethylpiperidin-4-yl)oxy)acetic acid